1-(5-(7,8-dimethyl-[1,2,4]triazolo[1,5-a]pyridin-6-yl)-6-isopropyl-4H-pyrrolo[3,2-d]thiazol-2-yl)-N-((1-(methylsulfonyl)cyclopropyl)methyl)methylamine CC1=C(C=2N(C=C1C1=C(C=3N=C(SC3N1)CNCC1(CC1)S(=O)(=O)C)C(C)C)N=CN2)C